CN(C)C=C1C(CC(CC1=O)C=1N(C=CC1)CC(C)C)=O 2-((dimethylamino)methylene)-5-(1-isobutyl-1H-pyrrol-2-yl)cyclohexane-1,3-dione